2-fluoro-5-[[rac-(3aS,6aR)-2-[6-(3-cyclopropyl-1,2,4-triazol-1-yl)-2-azaspiro[3.3]heptane-2-carbonyl]-3,3a,4,5,6,6a-hexahydro-1H-cyclopenta[c]pyrrol-5-yl]oxy]benzonitrile FC1=C(C#N)C=C(C=C1)OC1C[C@H]2[C@H](CN(C2)C(=O)N2CC3(C2)CC(C3)N3N=C(N=C3)C3CC3)C1 |r|